S(C[Si](C)(C)C)C[Si](C)(C)C 1,1'-thiobis(methylene)bis[1,1,1-trimethylsilane]